[C@H]12CN(C[C@H](CC1)N2)C2=NC(=NC1=CC(=C(C=C21)F)C2=CC=CC1=CC=CC(=C21)CC)OC[C@]21CCCN1C[C@@H](C2)F 4-((1R,5S)-3,8-diazabicyclo[3.2.1]octan-3-yl)-7-(8-ethylnaphthalen-1-yl)-6-fluoro-2-(((2R,7aS)-2-fluorotetrahydro-1H-pyrrolizin-7a(5H)-yl)methoxy)quinazoline